ClC=1C=CC=2N=CN=C(C2N1)NC1=C(C=C(C(=C1)Cl)OC=1C=CC2=CN(N=C2C1)C)Cl 6-chloro-N-(2,5-dichloro-4-((2-methyl-2H-indazol-6-yl)oxy)phenyl)pyrido[3,2-d]pyrimidin-4-amine